OCCC1=CC(=NC(=N1)C(F)(F)F)O[C@H]1CC[C@H](CC1)N1CC(C1)(N1N=CC(=C1)C=1C2=C(N=CN1)NC=C2)CC#N {1-(cis-4-{[6-(2-hydroxyethyl)-2-(trifluoromethyl)-pyrimidin-4-yl]-oxy}cyclohexyl)-3-[4-(7H-pyrrolo-[2,3-d]pyrimidin-4-yl)-1H-pyrazol-1-yl]azetidin-3-yl}acetonitrile